O1CCC[C@@H]2CN(CC[C@H]21)C2=CC=C(C(=N2)C)NC2CC1(C2)CC(C1)N N2-(6-((4aR,8aR)-hexahydro-2H-pyrano[3,2-c]pyridin-6(5H)-yl)-2-methylpyridin-3-yl)spiro[3.3]heptane-2,6-diamine